(2R,3s,4S)-pentane-1,2,3,4,5-pentaol C([C@H](C([C@H](CO)O)O)O)O